N-(bicyclo[1.1.1]pentan-1-yl)-3-(5'-(methylsulfonamido)spiro[cyclohexane-1,3'-indoline]-1'-carbonyl)benzenesulfonamide C12(CC(C1)C2)NS(=O)(=O)C2=CC(=CC=C2)C(=O)N2CC1(C3=CC(=CC=C23)NS(=O)(=O)C)CCCCC1